ClC=1C(=NC=CC1SC=1N=CC(=NC1)N1CCC2(CC1)[C@@H](C1=CC(=CC=C1C2)S(=O)(=O)C)N)NC(C)C (S)-1'-(5-((3-chloro-2-(isopropylamino)pyridin-4-yl)thio)pyrazin-2-yl)-6-(methylsulfonyl)-1,3-dihydrospiro[indene-2,4'-piperidin]-1-amine